FC1=CC(=C(C=C1)C1=CC=C2CN(C(C2=C1)=O)C1=NC(=CC(=C1)CNCC(C)(C)C)C)C1=NN=CN1C 6-(4-Fluoro-2-(4-methyl-4H-1,2,4-triazol-3-yl)phenyl)-2-(6-methyl-4-((neo-pentylamino)methyl)pyridin-2-yl)isoindolin-1-one